N1C=NC2=C1C=CC(=C2)N2C([C@@H]([C@@H]2C=2C=NC(=CC2C)N2C=NC(=C2)C(F)(F)F)C2CC2)=O (3R,4R)-1-(1H-benzo[d]imidazol-5-yl)-3-cyclopropyl-4-(4-methyl-6-(4-(trifluoromethyl)-1H-imidazol-1-yl)pyridin-3-yl)azetidin-2-one